Tert-Butyl 4-(1-oxo-3H-isobenzofuran-5-yl)piperazine-1-carboxylate O=C1OCC2=CC(=CC=C12)N1CCN(CC1)C(=O)OC(C)(C)C